COC=1C=C(C=CC1OC)C=1C=C(N(S(N1)(=O)=O)CC)C(=O)NC1=NC(=CC=C1)C(F)(F)F 5-(3,4-dimethoxyphenyl)-2-ethyl-1,1-dioxo-N-[6-(trifluoromethyl)pyridin-2-yl]-2H-1λ6,2,6-thiadiazine-3-carboxamide